C[C@](N)(CO)C(=O)O alpha-Methyl-L-serine